(3S,5R)-2-(N-methyl-N-((2,2,2-trifluoroacetyl)-L-alanyl)-L-leucyl)-6-oxo-2,7-diazaspiro[4.5]decane-3-carboxamide CN([C@@H](CC(C)C)C(=O)N1C[C@@]2(C[C@H]1C(=O)N)C(NCCC2)=O)C([C@@H](NC(C(F)(F)F)=O)C)=O